tert-butyl (2-chloro-4-(3,4-dihydro-2H-pyran-6-yl)pyridin-3-yl)carbamate ClC1=NC=CC(=C1NC(OC(C)(C)C)=O)C1=CCCCO1